FC1=CC=C(C=C1)C1=NN2C(CN(CC2)C(F)(F)F)=C1C1=CC(=NC=C1)NC(C)=O N-(4-(2-(4-fluorophenyl)-5-(trifluoromethyl)-4,5,6,7-tetrahydropyrazolo[1,5-a]pyrazin-3-yl)pyridin-2-yl)acetamide